2,2'-butyliminodiethanol C(CCC)N(CCO)CCO